difluoro-1',2'-dihydrospiro[cyclohexane-1,3'-indole] FC1N(C2=CC=CC=C2C12CCCCC2)F